tert-Butyl (2-(2-aminopyridin-3-yl)-3-(4-(chloromethyl)phenyl)-3H-imidazo[4,5-b]pyridin-5-yl)carbamate NC1=NC=CC=C1C1=NC=2C(=NC(=CC2)NC(OC(C)(C)C)=O)N1C1=CC=C(C=C1)CCl